C(C)(C)(C)NCC1=C(C=CC(=N1)NC=1C=CC(=C2CNC(C12)=O)C1=CN=C2N1C=CC(=C2)F)C2COCC2 7-[[6-[(tert-butylamino)-methyl]-5-tetrahydrofuran-3-yl-2-pyridyl]amino]-4-(7-fluoroimidazo[1,2-a]pyridin-3-yl)isoindolin-1-one